N-hydroxypropyldimethylmorpholine OCCCN1C(COCC1)(C)C